C1=2C=C(C=CC2CC1)[C@H]([C@H]1O[C@H]([C@@H]([C@@H]1O)O)N1C=CC2=C1N=CN=C2NC)O (2R,3S,4R,5R)-2-((R)-bicyclo[4.2.0]octa-1(6),2,4-trien-3-yl(hydroxy)methyl)-5-(4-(methylamino)-7H-pyrrolo[2,3-d]pyrimidin-7-yl)tetrahydrofuran-3,4-diol